CC(C(=O)OCC(COC(C(CCCCCC)C)=O)(C)C)CCCCCC 2,2-dimethyl-1,3-propylene glycol bis(2-methyl octanoate)